C(C)(C)(C)OC(=O)N[C@@H](OCCC(=O)O)CC1=CC=CC=C1 (S)-5-((tert-Butoxycarbonyl)amino)-4-oxa-6-phenylhexanoic acid